CN1N=NC(=C1NC(OC(C)C=1C(=NC=C(C1)F)C#N)=O)C1=NC(=C(C=C1)NS(=O)(=O)C)C 1-(2-cyano-5-fluoropyridin-3-yl)ethyl (1-methyl-4-(6-methyl-5-(methylsulfonamido)pyridin-2-yl)-1H-1,2,3-triazol-5-yl)carbamate